NC=1C2=C(N=C(N1)[2H])C=CC(=N2)C=2C=C(C=CC2)N2N=NC(=C2)[C@]2(C(N(CC2)C)=O)O (R)-3-(1-(3-(4-aminopyrido[3,2-d]pyrimidin-6-yl-2-d)phenyl)-1H-1,2,3-triazol-4-yl)-3-hydroxy-1-methylpyrrolidin-2-one